2-(2-(cyclopropanesulfonylamino)thiazol-4-yl)-N,2-dimethyl-N-(4-(pyridin-3-yl)phenyl)propanamide C1(CC1)S(=O)(=O)NC=1SC=C(N1)C(C(=O)N(C1=CC=C(C=C1)C=1C=NC=CC1)C)(C)C